COCCC1C(C1C=1C(CCC1C)=O)(C)C 2-(3-(2-methoxyethyl)-2,2-dimethylcyclopropyl)-3-methylcyclopent-2-en-1-one